C1(=CC=CC=C1)P(=O)(C1=CC=CC=C1)C1=C(O)C=CC(=C1)O 2-(diphenyl-phosphoryl)hydroquinone